1-(2,4-difluorophenyl)-8-(7-oxo-3,9-diazabicyclo[3.3.1]nonan-3-yl)-10-(trifluoromethyl)-3,4-dihydro-2H,6H-[1,4]thiazepino[2,3,4-ij]quinazolin-6-one FC1=C(C=CC(=C1)F)S1CCCN2C(N=C(C3=CC(=CC1=C23)C(F)(F)F)N2CC3CC(CC(C2)N3)=O)=O